4-ethyl-2-vinyl-2,3,4,6,7,8-hexahydro-5H-chromen-5-one C(C)C1CC(OC=2CCCC(C12)=O)C=C